bis((4R,4aS,7aR,12bS)-3-allyl-4a-hydroxy-7-oxo-2,3,4,4a,5,6,7,7a-octahydro-1H-4,12-methanobenzofuro[3,2-e]isoquinolin-9-yl) decanedioate C(CCCCCCCCC(=O)OC1=CC=C2C3=C1O[C@@H]1[C@]34CCN([C@@H]([C@@]4(CCC1=O)O)C2)CC=C)(=O)OC2=CC=C1C4=C2O[C@@H]2[C@]43CCN([C@@H]([C@@]3(CCC2=O)O)C1)CC=C